9-(2-fluorophenyl)-1,4-dioxa-8-azaspiro[4.6]undecan-8-ol FC1=C(C=CC=C1)C1N(CCC2(OCCO2)CC1)O